C(C(C)C)OC([C@H](C)NP(=O)(OC1=CC=CC=C1)CC1=CC=C2C=CC(=CC2=C1)C(=O)OCC=C)=O allyl 7-(((((S)-1-isobutoxy-1-oxopropan-2-yl)amino)(phenoxy)phosphoryl)methyl)-2-naphthoate